FC1=C2C(=NC(=C1F)C)N(C(=C2)C(=O)O)S(=O)(=O)C2=CC=C(C=C2)C 4,5-difluoro-6-methyl-1-(p-tolylsulfonyl)pyrrolo[2,3-b]pyridine-2-carboxylic acid